(±)-Diethyl 2-(1-cyclopentylethyl)malonate C1(CCCC1)[C@@H](C)C(C(=O)OCC)C(=O)OCC |r|